C12CN(CC(O1)C2)C[C@@H]2C([C@]1([C@](C3=C(C=NC=C3OC)O1)([C@@H]2O)O)C2=CC=C(C#N)C=C2)C2=CC=CC=C2 4-((4bS,5R,6S,7aR)-6-((6-oxa-3-azabicyclo[3.1.1]hept-3-yl)methyl)-4b,5-dihydroxy-4-methoxy-7-phenyl-4b,5,6,7-tetrahydro-7aH-cyclopenta[4,5]furo[2,3-c]pyridin-7a-yl)benzonitrile